benzofuro[2,3-b]pyridin-8-ylboronic acid N1=C2C(=CC=C1)C1=C(O2)C(=CC=C1)B(O)O